COC(O)=O.C=C Ethylen methylcarbonat